C1(CC1)CC1C(C=2C=CC(=CC2CC1)O)C1=CC=C(C=C1)N1CCC(CC1)C(OC)OC 6-(cyclopropylmethyl)-5-(4-(4-(dimethoxymethyl)piperidin-1-yl)phenyl)-5,6,7,8-tetrahydronaphthalen-2-ol